Kalium perchlorat Aluminium [Al+3].Cl(=O)(=O)(=O)[O-].[K+].Cl(=O)(=O)(=O)[O-].Cl(=O)(=O)(=O)[O-].Cl(=O)(=O)(=O)[O-]